2-(4-methoxy-phenyl)-propionamide COC1=CC=C(C=C1)C(C(=O)N)C